COC1=CC=C(C(C2=CC=C(C=C2)OC)(C2=CC=CC=C2)[C@@]2([C@H](OC)[C@H](O[Si](C3=CC=CC=C3)(C3=CC=CC=C3)C(C)(C)C)[C@@H](C(O)CCCNC(C(F)(F)F)=O)O2)N2C(=O)NC(=O)C=C2)C=C1 (4,4'-dimethoxytrityl)-3'-O-[(1,1-dimethylethyl)diphenyl-silyl]-2'-O-methyl-5'-C-trifluoroacetylaminopropyl-uridine